(1R,4s)-4-(8-(2,4-dichloro-6-fluorophenylamino)-2-((3R,4S)-3-methyltetrahydro-2H-pyran-4-ylamino)-9H-purin-9-yl)cyclohexanecarboxamide ClC1=C(C(=CC(=C1)Cl)F)NC=1N(C2=NC(=NC=C2N1)N[C@@H]1[C@H](COCC1)C)C1CCC(CC1)C(=O)N